C1(C=CC2=CC=CC=C12)Cl indenyl chloride